(2R,1'S,3'S)-3-(2-cyclopentyl-2-phenyl-2-hydroxyacetoxy)-1-methyl-1-methoxycarbonylmethyl-pyrrolidinium bromide [Br-].C1(CCCC1)[C@@](C(=O)OC1C[N+](CC1)(CC(=O)OC)C)(O)C1=CC=CC=C1